NC/C(/COC1=CC=C(C=C1)S(=O)(=O)CC12CCC(CC1)(CC2)C(=O)NC2CCC2)=C/F (Z)-4-(((4-((2-(aminomethyl)-3-fluoroallyl)oxy)phenyl)sulfonyl)methyl)-N-cyclobutylbicyclo[2.2.2]octane-1-carboxamide